4-[4-(6-isopropylsulfonyloxy-1,5-dihydro-3H-2,4-benzodioxepin-3-yl)-2-thiazolyl]-1-[2-[3,5-bis(trifluoromethyl)-1H-pyrazol-1-yl]acetyl]piperidine C(C)(C)S(=O)(=O)OC1=CC=CC=2COC(OCC21)C=2N=C(SC2)C2CCN(CC2)C(CN2N=C(C=C2C(F)(F)F)C(F)(F)F)=O